C1(CC1)C1=C(C(=NO1)C1=C(C=CC=C1Cl)Cl)CO[C@H]1[C@@H]2CN([C@H](C1)C2)C2=C(C=C(C(=O)O)C=C2)F 4-[(1S,4S,5R)-5-[[5-cyclopropyl-3-(2,6-dichlorophenyl)-1,2-oxazol-4-yl]methoxy]-2-azabicyclo[2.2.1]heptan-2-yl]-3-fluorobenzoic acid